((3R,5R)-4-(2,5-difluoro-4-methoxybenzoyl)-3,5-dimethylpiperazin-1-yl)(2-fluoro-4-methoxyphenyl)methanone FC1=C(C(=O)N2[C@@H](CN(C[C@H]2C)C(=O)C2=C(C=C(C=C2)OC)F)C)C=C(C(=C1)OC)F